(7-bromo-3-(trifluoromethyl)benzofuran-5-yl)methanol BrC1=CC(=CC=2C(=COC21)C(F)(F)F)CO